stearoyl 3,5-di-tert-butyl-4-hydroxyhydrocinnamate C(C)(C)(C)C=1C=C(CCC(=O)OC(CCCCCCCCCCCCCCCCC)=O)C=C(C1O)C(C)(C)C